5-fluoro-4-(9-fluoro-4-methyl-3,4-dihydro-1H-benzo[4,5]imidazo[2,1-c][1,4]oxazin-7-yl)-N-(5-(4-(oxetan-3-yl)piperazin-1-yl)pyridin-2-yl)pyrimidin-2-amin FC=1C(=NC(=NC1)NC1=NC=C(C=C1)N1CCN(CC1)C1COC1)C1=CC2=C(N=C3COCC(N32)C)C(=C1)F